3-(4-{2-[(4-{[6-(5-chloro-2-fluorophenyl)pyridazin-4-yl]amino}quinolin-7-yl)oxy]ethyl}piperazin-1-yl)-N-methylpropanamide ClC=1C=CC(=C(C1)C1=CC(=CN=N1)NC1=CC=NC2=CC(=CC=C12)OCCN1CCN(CC1)CCC(=O)NC)F